NC1CCC(CC1)C(=O)N1CCC(CC1)N1N=CC(=C1)C=1C=C(C=2N(C1)N=CC2C#N)OC 6-(1-(1-((1r,4r)-4-aminocyclohexane-1-carbonyl)piperidin-4-yl)-1H-pyrazol-4-yl)-4-methoxypyrazolo[1,5-a]pyridine-3-carbonitrile